5-(3-Chloro-2-fluoro-6-(1H-tetrazol-1-yl)phenyl)-2-((1S*)-1-(4-(4-fluoro-1-methyl-1H-1,2,3-triazol-5-yl)-1H-pyrazol-1-yl)-2-(2-methylcyclopropyl)ethyl)pyridine 1-oxide ClC=1C(=C(C(=CC1)N1N=NN=C1)C=1C=CC(=[N+](C1)[O-])[C@H](CC1C(C1)C)N1N=CC(=C1)C1=C(N=NN1C)F)F |o1:19|